COC1=NC(=CC=C1CN)OCC1CCN(CC1)C (2-methoxy-6-((1-methylpiperidin-4-yl)methoxy)pyridin-3-yl)methylamine